C(CC\C=C/CC=CCC=CCC=CCC=CCC=CCC)(=O)O Z-docosa-4,7,10,13,16,19-hexaenoic acid